FC1(C(C2=CC=CC=C12)=O)I 8-fluoro-8-iodobicyclo[4.2.0]oct-1,3,5-trien-7-one